BrC1=CC(=C(C=O)C(=C1)C)C 4-bromo-2,6-dimethylbenzaldehyde